3-{[(7-cyclopropyl-3,4-dihydro-2H-chromen-4-yl)methyl]amino}pyridine-4-carboxylic acid C1(CC1)C1=CC=C2C(CCOC2=C1)CNC=1C=NC=CC1C(=O)O